ClC1=C(C(=O)NC2=NN(C=C2)CC2=C(C=C(C=C2)Cl)Cl)C(=CC=C1)F 2-Chloro-N-{1-[(2,4-dichlorophenyl)methyl]-1H-pyrazol-3-yl}-6-fluorobenzamide